C(C)C1=C(C(=O)O)C=CC(=C1)N.NC1=CC=C(C(=O)OCC)C=C1 ethyl 4-aminobenzoate (ethyl 4-aminobenzoate)